Cl[Pt](C=C)(Cl)(Cl)Cl dichloro(vinyl)platinum dichloride